BrC1=C(C=CC=C1CNC1=CC(=C(CN[C@H](CO)C(=O)O)C=C1)OCC1=CC(=CC=C1)C#N)C1=CC=CC=C1 (4-(((2-Bromo-[1,1'-biphenyl]-3-yl)methyl)amino)-2-((3-cyanobenzyl)oxy)benzyl)-D-serine